N-(((2S,7aS)-2-fluorotetrahydro-1H-pyrrolizin-7a(5H)-yl)methyl)-2,3-dihydro-1H-pyrrolo[1,2-a]indole-9-carboxamide F[C@H]1C[C@@]2(CCCN2C1)CNC(=O)C1=C2N(C=3C=CC=CC13)CCC2